ClC=1C=C(C=CC1F)N1N=CC(=C1C(F)(F)F)C(=O)NC=1C=NC(=C(C1)Cl)N1N=CC=N1 1-(3-chloro-4-fluorophenyl)-N-(5-chloro-6-(2H-1,2,3-triazol-2-yl)pyridin-3-yl)-5-(trifluoromethyl)-1H-pyrazole-4-carboxamide